C(C)(C)(C)OC(=O)N1[C@]2(CN[C@@H]([C@@H]1CC2)CO)COC (1R,4S,5S)-4-(hydroxymethyl)-1-(methoxymethyl)-3,8-diazabicyclo[3.2.1]octane-8-carboxylic acid tert-butyl ester